(S)-2-hydroxy-3-phenylpropionamide O[C@H](C(=O)N)CC1=CC=CC=C1